2-(3-bromophenyl)-6,7-dihydrooxazolo[5,4-D]pyrrolo[1,2-a]pyrimidin-9(5H)-one BrC=1C=C(C=CC1)C=1OC=2N=C3N(C(C2N1)=O)CCC3